C(CCCC)OP(OCCCCC)(O)=O dipentylphosphoric acid